(5-bromo-6-((4-methoxyphenyl)amino)pyridin-3-yl)(piperidin-1-yl)methanone BrC=1C=C(C=NC1NC1=CC=C(C=C1)OC)C(=O)N1CCCCC1